3-[4-(4-Chloro-phenyl)-thiazol-2-yl]-6-meth-oxy-chromen-2-one ClC1=CC=C(C=C1)C=1N=C(SC1)C=1C(OC2=CC=C(C=C2C1)OC)=O